(S)-1'-(7-(3-chloro-2-(cyclobutylamino)pyridin-4-yl)-5H-pyrrolo[2,3-b]pyrazin-3-yl)-1,3-dihydrospiro[cyclopenta[a]naphthalene-2,4'-piperidin]-3-amine ClC=1C(=NC=CC1C1=CNC2=NC(=CN=C21)N2CCC1(CC2)[C@@H](C=2C(=C3C=CC=CC3=CC2)C1)N)NC1CCC1